O=C1NC(CCC1C1=CC(=C(C=N1)N1CCC(CC1)CN(C1CCC(CC1)NC(OC(C)(C)C)=O)C)C)=O tert-butyl ((1r,4r)-4-(((1-(6-(2,6-dioxopiperidin-3-yl)-4-methylpyridin-3-yl)piperidin-4-yl)methyl)(methyl)amino)cyclohexyl)carbamate